ClC1=CC2=C(N=NN(C2=O)CCNC(C2=C(C=CC=C2)C(F)(F)F)=O)C=C1 N-(2-(6-chloro-4-oxobenzo[d][1,2,3]triazin-3(4H)-yl)ethyl)-2-(trifluoromethyl)benzamide